hydroxy-2-methoxyacetophenone OC(C(=O)C1=CC=CC=C1)OC